2-Chloro-1,3-dimethoxy-benzene ClC1=C(C=CC=C1OC)OC